5-Chloro-(5-chloro-2-(3,4-difluoro-2-(deuteromethoxy)phenoxy)-4-(trifluoromethyl)benzamido)pyrimidine 1-oxide ClC=1C=NC(=[N+](C1)[O-])NC(C1=C(C=C(C(=C1)Cl)C(F)(F)F)OC1=C(C(=C(C=C1)F)F)OC[2H])=O